FC1(CC(C1)(C)CN1N=C(C(=C1C(=O)NC1=CC(=NC=C1)S(=O)(=N)C)C(F)F)C12CC(C1)(C2)OC)F 1-((3,3-difluoro-1-methylcyclobutyl)methyl)-4-(difluoromethyl)-3-(3-methoxybicyclo[1.1.1]pentan-1-yl)-N-(2-(S-methylsulfonimidoyl)pyridin-4-yl)-1H-pyrazole-5-carboxamide